4-(2-methoxy-2-oxoethyl)phenylboronic acid COC(CC1=CC=C(C=C1)B(O)O)=O